tert-butyl 3-(1-((2-methyl-[1,2,4]triazolo[1,5-a]pyridin-6-yl)carbamoyl)-2,3-dihydro-1H-pyrrolo[2,3-b]pyridin-4-yl)-3,8-diazabicyclo[3.2.1]octane-8-carboxylate CC1=NN2C(C=CC(=C2)NC(=O)N2CCC=3C2=NC=CC3N3CC2CCC(C3)N2C(=O)OC(C)(C)C)=N1